ethyl (R)-3-(2-(methylthio)-4-((1-propionylpiperidin-3-yl)amino)pyrimidin-5-yl)-3-oxopropanoate CSC1=NC=C(C(=N1)N[C@H]1CN(CCC1)C(CC)=O)C(CC(=O)OCC)=O